C(CCCCCCCCCCC)S(=O)(=O)CCCCCCCCCCCC laurylsulphon